ClC1=NC=C(C(=C1)B1OC(C(O1)(C)C)(C)C)OC 2-chloro-5-methoxy-4-(4,4,5,5-tetramethyl-1,3,2-dioxaborolan-2-yl)pyridine